C1(CC1)C=1SC(=CC1NC(NS(N([C@@H]1CN(CCC1)C)C=1C=NN(C1)C)(=O)=O)=O)C 3-(2-Cyclopropyl-5-methylthiophene-3-yl)-1-[(1-methyl-1H-pyrazol-4-yl)[(3S)-1-methylpiperidin-3-yl]sulfamoyl]urea